N-(4-(2,5-difluorophenyl)-2-(3-hydroxy-3-methylcyclobutyl)pyridin-3-yl)-2-isopropylpyrimidine-5-carboxamide FC1=C(C=C(C=C1)F)C1=C(C(=NC=C1)C1CC(C1)(C)O)NC(=O)C=1C=NC(=NC1)C(C)C